α-aminoethyltriethoxy-silane NC(C)[Si](OCC)(OCC)OCC